[Ga].[In].[Ag] Silver-Indium-Gallium